CC1=C(OC=2CC3(C4=CN(N=C4C21)CC2=NC=C(C=C2)C)CCC3)C(=O)O 8'-methyl-2'-[(5-methylpyridin-2-yl)methyl]-2',5'-dihydrospiro[cyclobutane-1,4'-furo[2,3-g]indazole]-7'-carboxylic acid